formyl-2,2'-dimethyl-[1,1'-biphenyl] C(=O)C=1C(=C(C=CC1)C1=C(C=CC=C1)C)C